C(CC)C(COC)(COC)CC(C)C 2-propyl-2-isobutyl-1,3-dimethoxypropane